[Na+].C(C1=CC=NC=C1)(=O)[O-] Isonicotinic acid sodium salt